CN(CCNC(OC1=CC=C(C=C1)C1=C(C=C2C(=N1)N(N=C2NC(C2=CN=CC=C2)=O)CCCC(C)C)Br)=O)C 4-(5-bromo-1-(4-methylpentyl)-3-(nicotinamido)-1H-pyrazolo[3,4-b]pyridin-6-yl)phenyl (2-(dimethylamino)ethyl)carbamate